FC=1C(=NC=CC1CN1C[C@@H]2[C@H](C1)COC2)C=2C=C1CN(C(C1=CC2)=O)[C@@H]2CNCCC2 (S)-3-(5-(3-fluoro-4-(((3aR,6aS)-tetrahydro-1H-furo[3,4-c]pyrrol-5(3H)-yl)methyl)pyridin-2-yl)-1-oxoisoindolin-2-yl)piperidine